FC(C(=O)O)(F)F.NC(C(=O)N1CCN(CC1)C(=O)NC1=NC(N(C=C1)C1=CC(=CC=C1)CCN1CCC(CC1)NC)=O)(C)C 4-(2-Amino-2-methylpropanoyl)-N-(1-(3-(2-(4-(methylamino)piperidin-1-yl)ethyl)phenyl)-2-oxo-1,2-dihydropyrimidin-4-yl)piperazine-1-carboxamide trifluoroacetate salt